C(C)(C)(C)OC(NC1=C(C=C(C=C1)C)OCCCBr)=O (2-(3-bromopropoxy)-4-methylphenyl)carbamic acid tert-butyl ester